tert-Butyl 4-((1-(4-(3-(4-methoxybenzyl)-2,4-dioxotetrahydropyrimidin-1(2H)-yl)-3-methylphenyl)piperidin-4-yl)methyl)piperazine-1-carboxylate Cesium carbonate C([O-])([O-])=O.[Cs+].COC1=CC=C(CN2C(N(CCC2=O)C2=C(C=C(C=C2)N2CCC(CC2)CN2CCN(CC2)C(=O)OC(C)(C)C)C)=O)C=C1.[Cs+]